C(C(C)C)(=O)OC=1C(OC(C(C)C)=O)=CC(=CC1O)CC=C 4-allyl-6-hydroxypyrocatechol diisobutyrate